FC1=C(N=CC2=C1N=C(N=C2N2CCC(CC2)O)OCC21CCCN1CCC2)C2=CC=CC1=CC=CC(=C21)F 1-(8-fluoro-7-(8-fluoronaphthalen-1-yl)-2-((hexahydro-1H-pyrrolizin-7a-yl)methoxy)pyrido[4,3-d]pyrimidin-4-yl)piperidin-4-ol